4-[4-(4-amino-2-sulfamoylphenyl)-1H-pyrazol-1-yl]piperidine-1-carboxylic acid tert-butyl ester C(C)(C)(C)OC(=O)N1CCC(CC1)N1N=CC(=C1)C1=C(C=C(C=C1)N)S(N)(=O)=O